(3Z)-11-chloro-3-undecenylmethoxymethyl ether ClCCCCCCC\C=C/CCC(OC)OC(CC\C=C/CCCCCCCCl)OC